(S)-1-pyrroline-5-carboxylate N1=CCC[C@H]1C(=O)[O-]